(R)-3-(1-Acryloylpiperidin-3-yl)-7-amino-1-(4-phenoxyphenyl)-1,5-dihydro-4H-pyrrolo[2,3-d]pyridazin-4-on C(C=C)(=O)N1C[C@H](CCC1)C1=CN(C=2C(=NNC(C21)=O)N)C2=CC=C(C=C2)OC2=CC=CC=C2